BrC1=CC=C(C=C1)C1CC(=NN1C=1SC=C(N1)C)C1=C(C=CC=C1)C 2-(5-(4-bromophenyl)-3-(2-methylphenyl)-4,5-dihydro-1H-pyrazol-1-yl)-4-methylthiazole